ClCC(=O)NC=1C(=C(C=CC1)C1=C(C=CC=C1)Cl)F 2-chloro-N-(2'-chloro-2-fluorobiphenyl-3-yl)acetamide